ethyl 3-oxo-2-(4'-(trifluoromethoxy)-[1,1'-biphenyl]-4-yl)butanoate O=C(C(C(=O)OCC)C1=CC=C(C=C1)C1=CC=C(C=C1)OC(F)(F)F)C